3-(benzo[d][1,3]dioxol-5-yl)-2-methylpropanal O1COC2=C1C=CC(=C2)CC(C=O)C